N-(6-fluoro-2,3,4,9-tetrahydro-1H-carbazol-1-yl)-4-(5-methyl-1H-tetrazol-1-yl)benzamide zinc disodium hydrate O.[Na].[Na].[Zn].FC=1C=C2C=3CCCC(C3NC2=CC1)NC(C1=CC=C(C=C1)N1N=NN=C1C)=O